CN1N=C2C=CC(=CC2=C1)B1OC(C(O1)(C)C)(C)C 2-methyl-5-(tetramethyl-1,3,2-dioxaborolan-2-yl)-2H-indazole